C(=O)(O)C=1C=C(C=CC1)S(=O)(=O)[O-].[Na+] sodium 3-carboxybenzenesulfonate salt